1-(4,6-difluoro-2'-hydroxy-[1,1'-biphenyl]-3-yl)naphthalen-2-ol FC1=C(C=C(C(=C1)F)C1=C(C=CC=C1)O)C1=C(C=CC2=CC=CC=C12)O